4-amino-1-((2R,4S,5R)-5-ethyl-4-hydroxy-5-(hydroxymethyl)tetrahydro-furan-2-yl)pyrimidin-2(1H)-one NC1=NC(N(C=C1)[C@@H]1O[C@@]([C@H](C1)O)(CO)CC)=O